C(N)(O[C@H]1C2(N(CC1CC2)C(=O)C=2C=C(C1=C(SC(=C1C)C=1N(C3=CC(=CC=C3C1)N1CCC(CC1)OC)CC1CC1)C2)OC)C(C)(C)C)=O Tert-butyl-((7R)-2-(2-(1-(cyclopropylmethyl)-6-(4-methoxypiperidin-1-yl)-1H-indol-2-yl)-4-methoxy-3-methylbenzo[b]thiophene-6-carbonyl)-2-azabicyclo[2.2.1]hept-7-yl) carbamate